COC1=CC=C(CC(COC=2C=CC=NC2)OCCOC(=O)NCC2=CC=C(C=C2)N(C)C)C=C1 5-[(4-methoxybenzyl)(4-dimethylaminobenzyl)aminocarbonyloxyethoxyethoxy]pyridine